7-bromo-1-methyl-pyrrolo[3,2-c]pyridine BrC=1C2=C(C=NC1)C=CN2C